CCC(CC)NC(=O)C1=CN=C(O1)C1=CC(=CC=C1)C1=NC=CC(=C1)C(NC(CC)CC)=O N-(pentan-3-yl)-2-(3-(4-(pentan-3-ylcarbamoyl)pyridin-2-yl)phenyl)oxazole-5-carboxamide